C(C)(C)(C)C1=CC(=CC2=C1N=C(S2)N2[C@@H]1C[C@H]([C@H](C2)C1)OCC=1C(=NOC1C1CC1)C1=C(C=CC=C1Cl)Cl)C(=O)O 4-tert-butyl-2-[(1S,4S,5R)-5-[[5-cyclopropyl-3-(2,6-dichlorophenyl)-1,2-oxazol-4-yl]methoxy]-2-azabicyclo[2.2.1]heptan-2-yl]-1,3-benzothiazole-6-carboxylic acid